C(#N)C1=C(C=C(C=C1)C(F)(F)F)N1C(N([C@H](C1)C#N)C1=CN=CC2=CC=CC=C12)=O (R)-1-(2-cyano-5-(trifluoromethyl)phenyl)-3-(isoquinolin-4-yl)-2-oxoimidazolidine-4-carbonitrile